C(#N)C1(CN(C1)C1=NC(=CC(=N1)N1CC2(C=3C=NC(=CC31)NC(C)=O)CC2)C)CF N-(1'-(2-(3-cyano-3-(fluoromethyl)azetidin-1-yl)-6-methylpyrimidin-4-yl)-1',2'-dihydrospiro[cyclopropane-1,3'-pyrrolo[3,2-c]pyridin]-6'-yl)acetamide